FC=1C=C(C(=O)[O-])C=C(C1)F 3,5-difluorobenzoate